CN1C(C(=C(C2=CC=C(C=C12)C)N1CCC(CC1)OC1=CC=CC=C1)C#N)=O 1,7-dimethyl-2-oxo-4-(4-phenoxypiperidin-1-yl)-1,2-dihydroquinoline-3-carbonitrile